C1CC(CC1)C(C)=O 3-cyclopentyl-ethanone